BrC1=C(OC2=C(O[C@@H](C(=O)N(C)OC)OC)C=CC=C2)C=C(C(=C1)F)N1C(N(C(=CC1=O)C(F)(F)F)C)=O (2S)-2-[2-[2-bromo-4-fluoro-5-[3-methyl-2,6-dioxo-4-(trifluoromethyl)pyrimidin-1-yl]phenoxy]phenoxy]-N,2-dimethoxy-N-methyl-acetamide